2-(2,2,2-trifluoro-N-(tetrahydro-2H-pyran-4-yl)acetamido)-4-(4-(2,2,2-trifluoroacetyl)piperazin-1-yl)benzamide FC(C(=O)N(C1CCOCC1)C1=C(C(=O)N)C=CC(=C1)N1CCN(CC1)C(C(F)(F)F)=O)(F)F